methyl 3-(6-cyclopropyl-2'-methylbiphenyl-3-yl)-3-((S)-4-methyl-2-(2-oxopyridin-1(2H)-yl)pentanamido)propanoate C1(CC1)C1=CC=C(C=C1C1=C(C=CC=C1)C)C(CC(=O)OC)NC([C@H](CC(C)C)N1C(C=CC=C1)=O)=O